C1(=CC=CC=C1)C#C Phenyl-ethyne